2-(methoxy-d3)-4-(trifluoromethoxy)phenol C(OC1=C(C=CC(=C1)OC(F)(F)F)O)([2H])([2H])[2H]